ClC=1C(=C2C=NNC2=C(C1F)C(C)N1CC(CC1)O)C=1N=CC=2N(C1)C=C(N2)NC(C)=O N-(6-(5-chloro-6-fluoro-7-(1-(3-hydroxypyrrolidin-1-yl)ethyl)-1H-indazol-4-yl)imidazo[1,2-a]pyrazin-2-yl)acetamide